2-(1,3-dimethyl-4-piperidyl)-5-[(5S)-5-methyl-2-piperidyl]-1,3-benzothiazole CN1CC(C(CC1)C=1SC2=C(N1)C=C(C=C2)C2NC[C@H](CC2)C)C